COC1=CC=C(C=C1)/C=C/C(=O)N[C@@H](C(C)C)C(=O)O (E)-(3-(4-methoxyphenyl)acryloyl)-L-valine